C(C)OC1=CC(=C(C=C1)C=1CCSC2=C(C1C1=CC=C(C=C1)O[C@@H]1CN(CC1)CCCF)C=CC(=C2)O)C 4-(4-Ethoxy-2-methylphenyl)-5-[4-[(3S)-1-(3-fluoropropyl)pyrrolidin-3-yl]oxyphenyl]-2,3-dihydro-1-benzothiepin-8-ol